C1(=CC=CC=C1)C1=CC2=CC3=CC=CC=C3C=C2C=C1 2-Phenylanthracene